Tert-butyl (3S)-4-[2-[1-(2,6-dioxo-3-piperidyl)-3-methyl-2-oxo-benzimidazol-5-yl]ethyl]-3-methyl-piperazine-1-carboxylate O=C1NC(CCC1N1C(N(C2=C1C=CC(=C2)CCN2[C@H](CN(CC2)C(=O)OC(C)(C)C)C)C)=O)=O